oxo-1,6-dihydropyrimidine-5-carbonitrile O=C1C(=CN=CN1)C#N